C1=NC=C(C2=CC=CC=C12)N1C(N(C[C@@H]1C#N)C=1C=NC=C(C1)C(F)(F)F)=O |r| Racemic-3-(isoquinolin-4-yl)-2-oxo-1-(5-(trifluoromethyl)pyridin-3-yl)imidazoline-4-carbonitrile